2-methoxyethyl 2,4-dimethylpentanoate CC(C(=O)OCCOC)CC(C)C